N=1C=C(N2C1C=CC=C2)CN2C(CC(CC2)CCC)=O 1-(imidazo[1,2-a]pyridin-3-ylmethyl)-4-propylpiperidin-2-one